COC(=O)C=1C=CC2=C(N(C(=N2)CCl)C[C@H]2OCC2)C1 2-(Chloromethyl)-1-[(2S)-oxetan-2-ylmethyl]-1H-benzoimidazole-6-carboxylic acid methyl ester